C(=C)OC(C1=CC=C(C=C1)C(C)(C)C)=O.ClC1=C(C=CC=C1)CC(=O)NC1=CC(=C(C=C1)C=1C=NN(C1)CCO)S(N)(=O)=O 2-(2-chlorophenyl)-N-{4-[1-(2-hydroxyethyl)-1H-pyrazol-4-yl]-3-sulfamoylphenyl}acetamide vinyl-para-t-butylbenzoate